Cis-N-(3-(imidazo[1,2-a]pyrazin-6-yl)-4-methylphenyl)-3-methyl-6-azabicyclo[3.1.1]heptane-6-carboxamide N=1C=CN2C1C=NC(=C2)C=2C=C(C=CC2C)NC(=O)N2C1CC(CC2C1)C